C1(=C(C=CC2=CC=CC=C12)P(C(C)(C)C)C(C)(C)C)C1=CC=CC2=CC=CC=C12 1,1'-binaphthyl-2-yl-(di-tert-butyl)phosphine